BrC1=CC=C(C=C1)SN1N=NC(=C1)C(=O)O ((4-bromophenyl)thio)-1H-1,2,3-triazole-4-carboxylic acid